C(C)(=O)NNC1=CC=C(C=C1)[N+](=O)[O-] 1-acetyl-2-(p-nitrophenyl)hydrazine